C=1N=CN2C1C1=CC=CC=C1[C@H]2[C@H]2[C@H](C=1N(CCC2)N=CC1)O (4R,5S)-5-((R)-5H-Imidazo[5,1-a]isoindol-5-yl)-5,6,7,8-tetrahydro-4H-pyrazolo[1,5-a]azepin-4-ol